N1(N=CC=C1)CC=1C=CC(=NC1OC(F)F)C(=O)O 5-((1H-pyrazol-1-yl)methyl)-6-(difluoromethoxy)picolinic acid